(3S,4S)-1-methylpyrrolidine-3,4-diol CN1C[C@@H]([C@H](C1)O)O